2-(piperidin-4-ylidenemethyl)-1H-benzo[d]imidazole-6-carboxylic acid methyl ester COC(=O)C=1C=CC2=C(NC(=N2)C=C2CCNCC2)C1